C(C)(C)(C)OCCO ethylene glycol mono-tert.-butyl ether